The molecule is a carotenol having the structure of 1,1',2,2'-tetrahydro-psi,psi-carotene with hydroxy functions at the 1 and 1' positions. It is a carotenol, a tertiary alcohol and a diol. C/C(=C\\C=C\\C(=C\\C=C\\C(=C\\C=C\\C=C(\\C=C\\C=C(\\C=C\\C=C(\\CCCC(O)(C)C)/C)/C)/C)\\C)\\C)/CCCC(O)(C)C